COC(=O)C1=CNC=C(C1C1=CC=C(C=C1)Cl)C(=O)O.CC(=O)CCC methyl-propylketone methyl-4-p-chlorophenyl-1,4-dihydropyridine-3,5-dicarboxylate